COC([C@H](CC1=CC=C(C=C1)N1C(C2(C3=CC(=C(C=C13)F)F)CC2)=O)N)=O (S)-2-amino-3-(4-(5',6'-difluoro-2'-oxospiro[cyclopropane-1,3'-indoline]-1'-yl)phenyl)propanoic acid methyl ester